(1-((8-amino-6-cyclopropylimidazo[1,2-a]pyridin-2-yl)methyl)-1H-1,2,3-triazol-4-yl)methanol NC=1C=2N(C=C(C1)C1CC1)C=C(N2)CN2N=NC(=C2)CO